(1-(4-methoxybenzyl)-1,4,5,7-tetrahydropyrano[3,4-c]pyrazol-4-yl)methanol COC1=CC=C(CN2N=CC3=C2COCC3CO)C=C1